4-[1-(benzenesulfonyl)-4-piperidinyl]-5-chloro-2-(4-pyridinyl)-1H-pyrimidin-6-one C1(=CC=CC=C1)S(=O)(=O)N1CCC(CC1)C=1N=C(NC(C1Cl)=O)C1=CC=NC=C1